C(=O)(O)CCSC(=S)SC(C(=O)O)C 2-{[(2-carboxyethyl)sulfanylthiocarbonyl]sulfanyl}propionic acid